Cl.Cl.NCC(=O)NC1CCN(CC1)CC1=CC=CC=C1 2-amino-N-(1-benzyl-piperidin-4-yl)acetamide dihydrochloride